amino-1-(4-morpholinophenyl)butanone NC(C(CC)=O)C1=CC=C(C=C1)N1CCOCC1